ClCC=1N=C2N(C=C(C=C2N2C(N(C(C2)=O)C)=O)C2CC2)C1 1-(2-(chloromethyl)-6-cyclopropylimidazo[1,2-a]pyridin-8-yl)-3-methylimidazolidine-2,4-dione